morpholino-[2,3'-bipyridine]-6-carboxamide O1CCN(CC1)C=1C(=NC(=CC1)C(=O)N)C=1C=NC=CC1